(4-fluorophenyl)-1,5-dihydro-4H-pyrazolo[3,4-d]pyrimidin-4-one FC1=CC=C(C=C1)N1N=CC2=C1N=CNC2=O